4-{[2-(quinolin-6-ylamino)quinazolin-8-yl]oxy}cyclohexanol N1=CC=CC2=CC(=CC=C12)NC1=NC2=C(C=CC=C2C=N1)OC1CCC(CC1)O